P=P Diphosphanen